BrC=1C(=C(C=C(C1)Cl)C(C(=O)OCC)C(C)=O)O[Si](C)(C)C(C)(C)C ethyl 2-(3-bromo-2-((tert-butyldimethylsilyl)oxy)-5-chlorophenyl)-3-oxobutanoate